(R)-N-(4-(benzyloxy)-2-hydroxybutyl)-4-methylbenzenesulfonamide C(C1=CC=CC=C1)OCC[C@H](CNS(=O)(=O)C1=CC=C(C=C1)C)O